COC[C@@H]1N(CCC1)C1=NC(N(C2=CC(=CC=C12)C(F)(F)F)C1=C(C=CC=C1)C)=O (R)-4-(2-(methoxymethyl)pyrrolidin-1-yl)-1-(o-tolyl)-7-(trifluoromethyl)quinazolin-2(1H)-one